ClC1=NC=C(C(=N1)C1=CC=C(C(=O)O)C=C1)Cl 4-(2,5-Dichloropyrimidin-4-yl)benzoic Acid